2-methyl-N-(2,2,2-trifluoro-1-(4-fluorophenyl)ethyl)pyrimidine-5-sulfonamide CC1=NC=C(C=N1)S(=O)(=O)NC(C(F)(F)F)C1=CC=C(C=C1)F